ethyl (S)-2-(2-hydroxyethylidene)-5-oxotetrahydro-1H-pyrrolizine-7a(5H)-carboxylate OCC=C1C[C@@]2(CCC(N2C1)=O)C(=O)OCC